N1(N=CC=C1)CCC(=O)N1CC(=CCC1)C=1SC2=C(N1)C(=CC(=C2)C(=O)N(C)C)C2=CC(=CC=C2)N2CCNCC2 2-(1-(3-(1H-pyrazol-1-yl)propanoyl)-1,2,5,6-tetrahydropyridin-3-yl)-N,N-dimethyl-4-(3-(piperazin-1-yl)phenyl)benzo[d]thiazole-6-carboxamide